C(#N)C1=CC=C(C=C1)C1=NC=CC(C1)=O 2-(4-cyanophenyl)-4-oxo-3,4-dihydropyridine